NC1=NC2=C(C=3N1N=C(N3)C3=NC=CC=C3)C(=C(N2CCN2CCN(CC2)C2=NC=CC=N2)C(=O)O)C 5-amino-9-methyl-2-(pyridin-2-yl)-7-(2-(4-(pyrimidin-2-yl)piperazine-1-yl)ethyl)-7H-pyrrolo[3,2-e][1,2,4]Triazolo[1,5-c]Pyrimidine-8-carboxylic acid